NC=1C(=C(C(C(C1I)(C(=O)N)CC(OC)OC)(C(=O)N)I)CC(OC)OC)I 5-amino-1,3-bis(2,2-dimethoxyethyl)-2,4,6-triiodobenzene-dicarboxamide